FC(C=1C=C(C=C(C1)C(F)(F)F)NC(C(F)(F)C1=CC=C(C=C1)OC1=NC=NC2=CC(=C(C=C12)OC)OC)=O)(F)F N-(3,5-bis(trifluoromethyl)phenyl)-2-(4-((6,7-dimethoxyquinazolin-4-yl)oxy)phenyl)-2,2-difluoroacetamide